[V+5].P(=O)([O-])([O-])[O-].[Fe+2].[Na+].C(C1=CC=CC=C1)NS(=O)(=O)N1CCN(CC1)C=1C=NN2C1C=CC(=C2)C=2C=NN(C2)C N-benzyl-4-[6-(1-methyl-1H-pyrazol-4-yl)pyrazolo[1,5-a]pyridin-3-yl]piperazine-1-sulfonamide sodium iron phosphate vanadium